NCCCCCOC1=C(CNC(OC(C)(C)C)=O)C=CC(=C1)C1=C(N=CS1)C tert-butyl (2-((5-aminopentyl)oxy)-4-(4-methylthiazol-5-yl)benzyl)carbamate